7-(4,4-difluoropiperidin-1-yl)-N-(4-(2,4-dioxotetrahydropyrimidin-1(2H)-yl)phenyl)heptanamide FC1(CCN(CC1)CCCCCCC(=O)NC1=CC=C(C=C1)N1C(NC(CC1)=O)=O)F